2-(6-(1-((1R,2S,3R,5R)-2-fluoro-1,5-dimethyl-8-azabicyclo[3.2.1]oct-6-en-3-yl)vinyl)pyridazin-3-yl)-5-(4-fluoro-1H-pyrazol-1-yl)phenol F[C@@H]1[C@]2(C=C[C@@](C[C@@H]1C(=C)C1=CC=C(N=N1)C1=C(C=C(C=C1)N1N=CC(=C1)F)O)(N2)C)C